8-fluoro-2-(6-methoxypyridin-3-yl)-2,3-dihydrobenzo[b][1,4]dioxin FC1=CC=CC2=C1OC(CO2)C=2C=NC(=CC2)OC